ON=C1[C@@H](OC(C12CCN(CC2)C(=O)OCCCC)=O)C butyl (S)-4-(hydroxyimino)-3-methyl-1-oxo-2-oxa-8-azaspiro[4.5]decane-8-carboxylate